(S)-1-methyl-2-((3-(2-oxo-1-(4-(trifluoromethyl)phenyl)-1,2-dihydro-3H-imidazo[4,5-b]pyridin-3-yl)pyrrolidin-1-yl)methyl)-1H-imidazole-5-carboxylic acid tert-butyl ester C(C)(C)(C)OC(=O)C1=CN=C(N1C)CN1C[C@H](CC1)N1C(N(C=2C1=NC=CC2)C2=CC=C(C=C2)C(F)(F)F)=O